(2S)-1-[6-[2-[5-[(3-aminooxetan-3-yl)methyl]pyridin-2-yl]-5-cyanophenoxy]-2-methylpyrimidin-4-yl]pyrrolidine-2-carbonitrile NC1(COC1)CC=1C=CC(=NC1)C1=C(OC2=CC(=NC(=N2)C)N2[C@@H](CCC2)C#N)C=C(C=C1)C#N